NC1=CC=C(C=C1)N1CCC(CC1)N1CC2(CC1)CCN(CC2)C2=CC=C1C=NN(C(C1=C2)=O)C2C(NC(CC2)=O)=O 3-[7-[2-[1-(4-aminophenyl)-4-piperidyl]-2,8-diazaspiro[4.5]decan-8-yl]-1-oxo-phthalazin-2-yl]piperidine-2,6-dione